ethyl (methacrylate) C(C(=C)C)(=O)OCC